ClC=1C(=NC(=NC1)NC1CCOCC1)C1=CC=C2CN(C(C2=C1)=O)CC(N1CC=2N(CC1)C=CC2)=O 6-{5-chloro-2-[(oxan-4-yl)amino]pyrimidin-4-yl}-2-(2-oxo-2-{1H,2H,3H,4H-pyrrolo[1,2-a]pyrazin-2-yl}ethyl)-2,3-dihydro-1H-isoindol-1-one